1-(2-(dimethylamino)ethyl)-N-(4-(1-(ethanesulfonyl)-1H-indol-3-yl)pyrimidin-2-yl)-1H-indol-5-amine CN(CCN1C=CC2=CC(=CC=C12)NC1=NC=CC(=N1)C1=CN(C2=CC=CC=C12)S(=O)(=O)CC)C